C(=O)O.C12COCC(CC(C1)NC(=O)C1=C3N(C4=CC=C(C=C14)F)CCCCC3)N2 N-(3-oxa-9-azabicyclo[3.3.1]nonan-7-yl)-2-fluoro-7,8,9,10-tetrahydro-6H-azepino[1,2-a]indole-11-carboxamide formate